FC=1C(=C(C=CC1F)C=1[C@H](C(OC1C(=O)OCC)(C)C)C)OC |r| ethyl rac-4-(3,4-difluoro-2-methoxy-phenyl)-2,2,3-trimethyl-3H-furan-5-carboxylate